NC1=NC=CC(=C1F)CC1=CC(=C(N(C1=O)C)NC1=C(C=C(C=C1)I)F)C(=O)OC methyl 5-[(2-amino-3-fluoropyridin-4-yl) methyl]-2-(2-fluoro-4-iodoanilino)-1-methyl-6-oxopyridine-3-carboxylate